tris((triethylphenyl)methyl)phenol C(C)C1=C(C(=C(C=C1)CC1=C(C(=C(C=C1)O)CC1=C(C(=C(C=C1)CC)CC)CC)CC1=C(C(=C(C=C1)CC)CC)CC)CC)CC